N-((1R)-3-cyano-3-azabicyclo[3.2.0]heptan-1-yl)-4-(3-phenoxypyridin-4-yl)benzamide C(#N)N1C[C@]2(CCC2C1)NC(C1=CC=C(C=C1)C1=C(C=NC=C1)OC1=CC=CC=C1)=O